CC=1N=C(SC1C)N1N([NH2+]C(=N1)C1=CC(=CC=C1)OCC(=O)O)C1=CC=C(C=C1)S(=O)(=O)O 3-(4,5-dimethyl-thiazol-2-yl)-5-(3-carboxymethoxyphenyl)-2-(4-sulfophenyl)-2H-tetrazolium